3-fluoro-5-[(4-methoxyphenyl)methoxy]-4-(1,1,4-trioxo-1,2,5-thiadiazolidin-2-yl)benzoic acid FC=1C=C(C(=O)O)C=C(C1N1S(NC(C1)=O)(=O)=O)OCC1=CC=C(C=C1)OC